Tert-butyl ((3-methoxy-5-((trimethylsilyl)ethynyl)pyridin-2-yl)methyl)carbamate COC=1C(=NC=C(C1)C#C[Si](C)(C)C)CNC(OC(C)(C)C)=O